ClC=1C(=NC=CC1C(CCC=C)NS(=O)C(C)(C)C)F N-(1-(3-chloro-2-fluoropyridin-4-yl)pent-4-en-1-yl)-2-methylpropane-2-sulfinamide